C(C)SC=1C=C2N=CC(=NC2=CC1C=1C=C2C(=CN1)N(N=C2)CC(C(F)(F)F)(F)F)C(F)(F)F 6-ethylsulfanyl-7-[1-(2,2,3,3,3-pentafluoropropyl)pyrazolo[3,4-c]pyridin-5-yl]-2-(trifluoromethyl)quinoxaline